(R)-2-amino-propionic acid methyl ester hydrochloride Cl.COC([C@@H](C)N)=O